CC1=C(C=CC(=C1)C)C=1N=NNC1 4-(2,4-dimethylphenyl)triazole